trans-3-[(2-chloro-4-fluorobenzyl)oxy]-N-[3-(4-ethyl-5-fluoro-6-oxo-1,6-dihydropyrimidin-2-yl)-2-fluoro-4-(trifluoromethyl)benzyl]cyclobutane-1-carboxamide ClC1=C(CO[C@@H]2C[C@H](C2)C(=O)NCC2=C(C(=C(C=C2)C(F)(F)F)C=2NC(C(=C(N2)CC)F)=O)F)C=CC(=C1)F